7-iodo-3,4-dihydro-2H-thieno[3,2-f][1,5,2]dithiazepine 1,1,5,5-tetraoxide IC1=CC=2S(CCNS(C2S1)(=O)=O)(=O)=O